(4-((3s,4s)-1-(tert-butoxycarbonyl)-3-fluoropiperidin-4-yl)phenyl)boronic acid C(C)(C)(C)OC(=O)N1C[C@H]([C@@H](CC1)C1=CC=C(C=C1)B(O)O)F